C(C)(C)(C)OC(=O)NC=1C(=C(C=C(C1)C#N)N1CCN(CC1)C(=O)OC(C)(C)C)Cl tert-Butyl 4-(3-((tert-butoxycarbonyl)amino)-2-chloro-5-cyanophenyl)piperazine-1-carboxylate